N1=CC(=CC=C1)\C(\C)=N\NC(=S)N1CCC1 (E)-N'-(1-(pyridine-3-yl)ethylidene)azetidine-1-carbothiohydrazide